tert-butyl 2-(aminomethyl)pyrrolidine-1-carboxylate NCC1N(CCC1)C(=O)OC(C)(C)C